(2R,5R)-2-(2-bromo-6-chloropyridin-4-yl)-5-(fluoromethyl)-4-(4-methoxybenzyl)morpholine BrC1=NC(=CC(=C1)[C@@H]1CN([C@H](CO1)CF)CC1=CC=C(C=C1)OC)Cl